C(CCCCCCCCCCCCCCCCC)(=O)[O-].C(CCC)O[Ti+](OCCCC)OCCCC tri-n-butoxytitanium (IV) monostearate